4-octyloxyphenyl-phenyl-iodonium hexafluoroantimonate F[Sb-](F)(F)(F)(F)F.C(CCCCCCC)OC1=CC=C(C=C1)[I+]C1=CC=CC=C1